butyl (4-(methoxy(methyl)carbamoyl)pyridin-2-yl)carbamate CON(C(=O)C1=CC(=NC=C1)NC(OCCCC)=O)C